1-normal-butylimidazole C(CCC)N1C=NC=C1